C(C)C(C(C(C(=O)O)(CC)CC)(O)C(=O)O)C(=O)O.C(C)C(C(C(C(=O)O)(CC)CC)(C(=O)O)O)C(=O)O.C[C@H]1CN(C[C@H](N1)C)C1=CC=C(N=N1)C1=NC=C(C=C1O)\C=C\C=1C=NN(C1)C 2-{6-[(3S,5R)-3,5-dimethylpiperazin-1-yl]pyridazin-3-yl}-5-[(E)-2-(1-methyl-1H-pyrazol-4-yl)ethenyl]pyridin-3-ol triethyl-2-hydroxypropane-1,2,3-tricarboxylate (triethyl-citrate)